lead antimony telluride [Sb]=[Te].[Pb]